CO[Si](C)(C)C(C)(C)C methoxy-tert-butyl-dimethyl-silane